N1C=NC2=C1C=CC(=C2)N2C(NC([C@H]2C2=CC=C(C=C2)Br)=N[C@H]2CCC1=CC=CC=C21)=O (R,S)-1-(1H-Benzoimidazol-5-yl)-5-(4-bromo-phenyl)-4-((S)-indan-1-ylimino)-imidazolidin-2-one